ClC=1C=C(C=CC1C#N)C1=NN(C=C1)C[C@H](C)NS(=O)(=O)C1=CC(=C(C=C1)OCC)C=1NC(C2=C(N1)C(=NN2C)CCC)=O (S)-N-(1-(3-(3-chloro-4-cyanophenyl)-1H-pyrazol-1-yl)propan-2-yl)-4-ethoxy-3-(1-methyl-7-oxo-3-propyl-6,7-dihydro-1H-pyrazolo[4,3-d]pyrimidin-5-yl)benzenesulfonamide